(R)-N-(3-(5-((1-acryloyloxyazetidin-2-yl)methoxy)-6-aminopyrimidin-4-yl)-5-fluoro-2-methylphenyl)-4-cyclopropyl-2-fluorobenzamide C(C=C)(=O)ON1[C@H](CC1)COC=1C(=NC=NC1N)C=1C(=C(C=C(C1)F)NC(C1=C(C=C(C=C1)C1CC1)F)=O)C